N-(4-aminophenyl)-benzamide C1=CC=C(C=C1)C(=O)NC2=CC=C(C=C2)N